FC1=C(C=C(C#N)C=C1)S(=O)(=O)N1CC2(C1)OCC(C2)NC2CCOCC2 4-fluoro-3-((7-((tetrahydro-2H-pyran-4-yl)amino)-5-oxa-2-azaspiro[3.4]oct-2-yl)sulfonyl)benzonitrile